(bromomethyl)prop-2-enoic acid benzyl ester C(C1=CC=CC=C1)OC(C(=C)CBr)=O